2-Acetamido-5'-O-[bis(4-methoxyphenyl)(phenyl)methyl]-3'-O-[tert-butyl(dimethyl)silyl]-N-(2-{[tert-butyl(dimethyl)silyl]oxy}ethyl)adenosine C(C)(=O)NC=1N=C(C=2N=CN([C@H]3[C@H](O)[C@H](O[Si](C)(C)C(C)(C)C)[C@@H](COC(C4=CC=CC=C4)(C4=CC=C(C=C4)OC)C4=CC=C(C=C4)OC)O3)C2N1)NCCO[Si](C)(C)C(C)(C)C